FC=1C=C(C=C(C1)F)C=1C=C2C(=NC1)NC=C2/C=C/C(=O)N[C@H](C)C2=CC(=C(C=C2)OC)OC (R,E)-3-(5-(3,5-difluorophenyl)-1H-pyrrolo[2,3-b]pyridin-3-yl)-N-(1-(3,4-dimethoxyphenyl)ethyl)acrylamide